C(N)(=O)C[N+]1=C(C=CC=C1)C=CC1=CC=C(C=C1)C=O 1-carbamoylmethyl-2-(p-formylstyryl)pyridinium